O[C@@H]1C[C@H](N(C1)C([C@H](C(C)(C)C)C(C(=O)N)CCCCCCCC(=O)N)=O)C(NCC1=CC=C(C=C1)C1=C(N=CS1)C)=O ((S)-1-((2S,4R)-4-hydroxy-2-((4-(4-methylthiazol-5-yl)benzyl)-carbamoyl)pyrrolidin-1-yl)-3,3-dimethyl-1-oxobutan-2-yl)decanediamide